1-[4-cyclopropyl-2-(difluoromethyl)phenyl]-N-[(3r,5r)-5-fluoro-1-methylpiperidin-3-yl]pyrrolo[1,2-d][1,2,4]triazin-4-amine C1(CC1)C1=CC(=C(C=C1)C=1C=2N(C(=NN1)N[C@H]1CN(C[C@@H](C1)F)C)C=CC2)C(F)F